1-((1r,4r)-4-hydroxycyclohexyl)-N-(2-(2-(3,3,3-trifluoropropoxy)pyrimidin-4-yl)-1H-pyrrolo[3,2-c]pyridin-6-yl)-1H-pyrazole-4-carboxamide OC1CCC(CC1)N1N=CC(=C1)C(=O)NC1=CC2=C(C=N1)C=C(N2)C2=NC(=NC=C2)OCCC(F)(F)F